2-(3-t-butyl-2-hydroxyphenyl)-5-chlorobenzotriazole C(C)(C)(C)C=1C(=C(C=CC1)N1N=C2C(=N1)C=CC(=C2)Cl)O